CN(C1CCN(CC1)C1=CC=C(C=N1)C1=C2C=C(C(=CC2=CC2=C1C(OC2)=O)OC)OC)C 9-(6-(4-(dimethylamino)piperidin-1-yl)pyridin-3-yl)-6,7-dimethoxynaphtho[2,3-c]furan-1(3H)-one